ClC1=C(C=C(C=C1)F)C1NC(C2=C1C(=CC1=C(N(N=C21)C)C(O)C2CC2)C2=C(C(=O)N)C=C(C=C2F)C(F)(F)F)=O (6-(2-chloro-5-fluorophenyl)-3-(cyclopropyl-(hydroxy)methyl)-2-methyl-8-oxo-2,6,7,8-tetrahydropyrrolo[3,4-g]indazol-5-yl)-3-fluoro-5-(trifluoromethyl)benzamide